C[Si](CCCC(C)(N(P([O-])([O-])=O)C(C)C)CC[Si](C)(C)C)(C)C bis[2-(trimethylsilyl)ethyl]diisopropylphosphoramidate